C(C1=CC=CC=C1)OC1=C(C=CC2=C1C[C@H]1CCCN([C@@H]1C2)CCC)OCC2=CC=CC=C2 (4aR,10aR)-6,7-bis(benzyloxy)-1-propyl-1,2,3,4,4a,5,10,10a-octahydrobenzo[g]quinoline